C(C=C)(=O)N1CC(CC1)C=1N=C(N2C(=NC=CC21)N)C2=C(C=C(C(=O)NC1=NC=CC(=C1)C(F)(F)F)C=C2)F 4-(1-(1-acryloylpyrrolidin-3-yl)-5-aminoimidazo[1,5-c]pyrimidin-3-yl)-3-fluoro-N-(4-(trifluoromethyl)pyridin-2-yl)benzamide